C(#N)C(NC(=O)[C@@H]1[C@H]2C([C@H]2CN1C([C@H](C(C)(C)OCC)NC(C(F)(F)F)=O)=O)(C)C)C1=NN=CC2=CC=CC=C12 (1R,2S,5S)-N-[cyano(phthalazin-1-yl)methyl]-3-[(2S)-3-ethoxy-3-methyl-2-[(2,2,2-trifluoroacetyl)amino]butanoyl]-6,6-dimethyl-3-azabicyclo[3.1.0]hexane-2-carboxamide